4-((9H-Fluoren-9-ylamino)methyl)-2-methoxyphenol C1=CC=CC=2C3=CC=CC=C3C(C12)NCC1=CC(=C(C=C1)O)OC